carboxybenzoborazole C(=O)(O)C1=NBC2=C1C=CC=C2